(2R,4R)-N-((S)-1-(((1H-Pyrrolo[2,3-c]pyridin-2-yl)methyl)amino)-1-oxopropan-2-yl)-4-phenylpyrrolidine-2-carboxamide di-trifluoroacetate salt FC(C(=O)O)(F)F.FC(C(=O)O)(F)F.N1C(=CC=2C1=CN=CC2)CNC([C@H](C)NC(=O)[C@@H]2NC[C@H](C2)C2=CC=CC=C2)=O